O1[C@@H](COC2=C1C=CC=C2)CN2C[C@@H](CCC2)C=2C=C(C=CC2)OC(C)=O |o1:1| acetic acid 3-{(S)-1-[(R*)-1-(2,3-dihydrobenzo[1,4]dioxin-2-yl)methyl]piperidin-3-yl}phenyl ester